4-(benzyloxy)-1-bromo-2-ethylbenzene C(C1=CC=CC=C1)OC1=CC(=C(C=C1)Br)CC